FC([C@H]1CN(CC1)CCC)F (R)-1-((R)-3-(difluoromethyl)pyrrolidine-1-yl)propane